2-phenyl-2,3-dihydro-1H-cyclopenta[b]naphthalen-1-one C1(=CC=CC=C1)C1CC=2C(=CC3=CC=CC=C3C2)C1=O